Methyl (3-amino-4-(4-(5-chloropicolinoyl)-1H-pyrazol-1-yl)phenyl)carbamate NC=1C=C(C=CC1N1N=CC(=C1)C(C1=NC=C(C=C1)Cl)=O)NC(OC)=O